1-(cis-5-(4-ethoxyphenyl)octahydropyrrolo[3,4-c]pyrrole-2-carbonyl)piperidine-4-carbonitrile C(C)OC1=CC=C(C=C1)N1C[C@@H]2[C@H](C1)CN(C2)C(=O)N2CCC(CC2)C#N